ClC1=C(C=C(C=C1OC)OC)C(C(=C(C(=O)OCC)C)C1=C(C=C(C=C1)F)Cl)=NO ethyl 4-(2-chloro-3,5-dimethoxyphenyl)-3-(2-chloro-4-fluorophenyl)-4-(hydroxyimino)-2-methyl-2-butenoate